[Cl-].C(CCCCCCCCC)[N+](CCC[Si](OC)(OC)OC)(C)CCCCCCCCCC didecylmethyl[3-(trimethoxysilyl)propyl]ammonium chloride